CC1(OB(OC1(C)C)C=1C=C(C=CC1)C(C)NC(OC(C)(C)C)=O)C tert-butyl (1-(3-(4,4,5,5-tetramethyl-1,3,2-dioxaborolan-2-yl)phenyl)ethyl)-carbamate